OC=1C=2C(N=C(N1)C)=C(C(N(C2)N2CCOCC2)=O)C=2C=NC(=CC2)N2CCCC2 4-hydroxy-2-methyl-6-morpholinyl-8-(6-(pyrrolidin-1-yl)pyridin-3-yl)pyrido[4,3-d]pyrimidin-7(6H)-one